3-(4-(5-((1-(4-((5-chloro-4-((2-(dimethylphosphono)phenyl)amino)pyrimidin-2-yl)amino)-3-methoxyphenyl)piperidin-4-yl)amino)pent-1-yn-1-yl)-1-oxoisoindolin-2-yl)piperidine-2,6-dione ClC=1C(=NC(=NC1)NC1=C(C=C(C=C1)N1CCC(CC1)NCCCC#CC1=C2CN(C(C2=CC=C1)=O)C1C(NC(CC1)=O)=O)OC)NC1=C(C=CC=C1)P(=O)(OC)OC